5-(p-tolyl)-1-(4-vinylbenzyl)-1H-tetrazole C1(=CC=C(C=C1)C1=NN=NN1CC1=CC=C(C=C1)C=C)C